(R)-1-chloro-N-(1-methylpiperidin-3-yl)pyrido[3,4-d]pyridazin-4-amine ClC1=C2C(=C(N=N1)N[C@H]1CN(CCC1)C)C=NC=C2